C(C)O/C=C/C1=CC(N(C=C1)C(C(=O)O)CCC(C)C)=O.C(CCC)O[Si](C1=CC(=CC=C1)C=C)(OCCCC)OCCCC tributoxy(3-vinylphenyl)silane 4-[(E)-2-ethoxyethenyl]-2-oxopyridin-1-yl-5-methylhexanoate